4-(thiazol-2-yl)piperidin S1C(=NC=C1)C1CCNCC1